(1S,2S)-N-(7-chloro-6-(cis-4-(3-fluoroazetidin-1-yl)cyclohexyl)isoquinolin-3-yl)-2-(1-methyl-1H-pyrazol-4-yl)cyclopropane-1-carboxamide ClC1=C(C=C2C=C(N=CC2=C1)NC(=O)[C@@H]1[C@H](C1)C=1C=NN(C1)C)[C@@H]1CC[C@@H](CC1)N1CC(C1)F